Chloropropionaldehyde ClC(C=O)C